(6S)-6-methyl-8-(2-methylbutyl)hexahydro-4H-pyrazino[1,2-a]pyrimidine-4,7(6H)-dione C[C@H]1C(N(CC2N1C(CCN2)=O)CC(CC)C)=O